methylenetriphenyl-phosphorane C=P(C1=CC=CC=C1)(C1=CC=CC=C1)C1=CC=CC=C1